4-dimethylaminopyridineAt CN(C1=CC(=NC=C1)C(=O)[O-])C